(R)-1'-(4-((6-(3-(3,5-difluorophenyl)isoxazolidin-2-yl)pyrimidin-4-yl)amino)-5-methoxy-2-(1-methyl-1H-pyrazol-4-yl)phenyl)-N,N-dimethyl-[1,4'-bipiperidin]-4-amine FC=1C=C(C=C(C1)F)[C@@H]1N(OCC1)C1=CC(=NC=N1)NC1=CC(=C(C=C1OC)N1CCC(CC1)N1CCC(CC1)N(C)C)C=1C=NN(C1)C